CNCC1OCCC2=C1C(=CS2)C(F)(F)F N-methyl-1-(3-(trifluoromethyl)-6,7-dihydro-4H-thieno[3,2-c]pyran-4-yl)methanamine